2-(Trifluoromethyl)benzoic acid [3-(3-ethyl-4-oxo-spiro[6,8-dihydro-5H-pyrazolo[4,3-c]azepin-7,4'-tetrahydropyran]-1-yl)-2,2-dimethyl-propyl] ester C(C)C1=NN(C2=C1C(NCC1(CCOCC1)C2)=O)CC(COC(C2=C(C=CC=C2)C(F)(F)F)=O)(C)C